C(C)(C)(C)OC(C1=C(C=CC=C1OC)CCCCCO)=O.NC1=C(C(=NN1C1CCCC1)C1=C(C=C(C(=C1)F)CNC(C1=C(C=CC(=C1)F)OC)=O)F)C(=O)N 5-Amino-1-cyclopentyl-3-[2,5-difluoro-4-[[(5-fluoro-2-methoxy-benzoyl)amino]methyl]phenyl]pyrazole-4-carboxamide Tert-butyl-2-(5-hydroxypentyl)-6-methoxybenzoate